9-cycloheptadecen C1CCCCCCCC=CCCCCCCC1